5-{(3R)-1-[(1-fluorocyclopropyl)(1H-imidazol-2-yl)methyl]-5',6'-dihydrospiro[pyrrolidine-3,4'-pyrrolo[1,2-b]pyrazol]-2'-yl}-3-(trifluoromethyl)pyridin-2-amine FC1(CC1)C(N1C[C@]2(CCN3N=C(C=C32)C=3C=C(C(=NC3)N)C(F)(F)F)CC1)C=1NC=CN1